[Si](C)(C)(C(C)(C)C)OC=1C=C(C(=CC1C)C1=C(C=C(C=C1)O[Si](C)(C)C(C)(C)C)C(C)(C)O)O 4,4'-bis((tert-butyldimethylsilyl)oxy)-2'-(2-hydroxypropan-2-yl)-5-methyl-[1,1'-biphenyl]-2-ol